BrC=1C=NC=C(C1)C1=CC(=C(C=C1)OC)OCCCO[Si](C)(C)C(C)(C)C 3-Bromo-5-(3-(3-((tert-butyl-dimethylsilyl)oxy)propoxy)-4-methoxyphenyl)pyridine